BrC1=CC(=NC2=C3N=C(C=CC3=CC=C12)C)C 4-bromo-2,9-dimethyl-1,10-phenanthroline